[3-(benzofuran-3-yl)-1-(methylsulfanyl-methyl)pyrazolo[4,3-c]pyridin-6-yl]-(4-hydroxy-1-piperidinyl)methanone O1C=C(C2=C1C=CC=C2)C2=NN(C1=C2C=NC(=C1)C(=O)N1CCC(CC1)O)CSC